rel-(R)-5-[6-(4-tert-butyl-5-chloro-2-methyl-phenyl)-2-methyl-4-oxo-1H-pyridin-3-yl]oxazolidin-2-one C(C)(C)(C)C1=CC(=C(C=C1Cl)C1=CC(C(=C(N1)C)[C@@H]1CNC(O1)=O)=O)C |o1:18|